7-benzyl-2-chloro-5,6,7,8-tetrahydro-1,7-naphthyridine C(C1=CC=CC=C1)N1CCC=2C=CC(=NC2C1)Cl